C(CCCCCCCCCCCCC)C(CCCCCCCCCCCCCCCCCCC)O tetradecyl-eicosyl alcohol